7-Butylmethyl(2-(4-methyl-3-((1-methyl-3-(naphthalen-1-yl)azetidin-3-yl) carbamoyl)phenoxy)ethyl)carbamate C(CCC)C1=CC=C2C=CC=C(C2=C1)C1(CN(C1)C)NC(=O)C=1C=C(OCCN(C([O-])=O)C)C=CC1C